1-(1-(cyclopropanecarbonyl)piperidin-4-yl)-3-(3-fluoro-4-(trifluoromethyl)phenyl)urea C1(CC1)C(=O)N1CCC(CC1)NC(=O)NC1=CC(=C(C=C1)C(F)(F)F)F